[Ca].S(C1=C(C=CC=C1CCCCCCCCCCCC)O)C1=C(C=CC=C1CCCCCCCCCCCC)O Thiobis(dodecylphenol) calcium salt